ClC1=NC=CC(=C1F)NC(OC(C)(C)C)=O Tert-butyl (2-chloro-3-fluoropyridin-4-yl)carbamate